5-{3-bromo-5-chloropyrazolo[1,5-a]pyrimidin-7-yl}-1-methyl-1H-pyrazole BrC=1C=NN2C1N=C(C=C2C2=CC=NN2C)Cl